C(CCC)C1C(=NN(C1(C(=O)NCCCC(CO)(C)C)C)C1=C(C=C(C=C1)F)F)C1=C(C=C(C=C1F)F)F 4-butyl-1-(2,4-difluorophenyl)-N-(5-hydroxy-4,4-dimethylpentyl)-5-methyl-3-(2,4,6-trifluorophenyl)-4,5-dihydro-1H-pyrazole-5-carboxamide